4-[[3-[2,3-Difluoro-4-(2-pyridyloxy)phenyl]imidazo[1,2-a]pyrazin-8-yl]amino]-2-ethyl-N-[2-[2-[(3S)-3-(hydroxymethyl)piperazin-1-yl]-2-oxoethoxy]ethyl]benzamid FC1=C(C=CC(=C1F)OC1=NC=CC=C1)C1=CN=C2N1C=CN=C2NC2=CC(=C(C(=O)NCCOCC(=O)N1C[C@H](NCC1)CO)C=C2)CC